(9H-fluoren-9-yl)methyl (4-fluorophenethyl)(3-hydroxypropyl)carbamate FC1=CC=C(CCN(C(OCC2C3=CC=CC=C3C=3C=CC=CC23)=O)CCCO)C=C1